CC1=NN(C(C1)=O)C1=CC=C(C=C1)S(=O)(=O)C 3-methyl-1-(4-(methylsulfonyl)phenyl)-1H-pyrazol-5(4H)-one